BrC1=C(C(=CC=C1)F)C(\C(\C(=O)OC)=N/NC1=CC=C(C=C1)OC(F)(F)F)=O methyl (2E)-3-(2-bromo-6-fluoro-phenyl)-3-oxo-2-[[4-(trifluoromethoxy) phenyl]hydrazono]propanoate